ClC1=C(C2=C(NC(O[C@@]23CN(CCC3)C(=O)C=3C=NN(C3)CC3=CC(=CC=C3)C(F)(F)F)=O)C=C1)F (R)-6-Chloro-5-fluoro-1'-(1-(3-(trifluoromethyl)benzyl)-1H-pyrazole-4-carbonyl)spiro[benzo[d][1,3]oxazine-4,3'-piperidin]-2(1H)-one